4-(2-(6-(trifluoromethyl)pyridin-2-yl)-6,7-dihydro-8H-pyrimido[5,4-b][1,4]oxazin-8-yl)nicotinonitrile FC(C1=CC=CC(=N1)C=1N=CC=2OCCN(C2N1)C1=CC=NC=C1C#N)(F)F